CN(C)CC1=CC(=C(C=C1)N1N=CC(=C1)C1=NC(=NC=C1C(F)(F)F)NC1CCN(CC1)S(=O)(=O)C=1N=CN(C1)C)C 4-(1-(4-((Dimethylamino)methyl)-2-methylphenyl)-1H-pyrazol-4-yl)-N-(1-((1-methyl-1H-imidazol-4-yl)sulfonyl)piperidin-4-yl)-5-(trifluoromethyl)pyrimidin-2-amine